N[C@@H](C(=O)N[C@H]1C=C[C@H](C1)C(=O)OC)C Methyl (1S,4R)-4-[[(2R)-2-aminopropanoyl]amino]cyclopent-2-ene-1-carboxylate